C(C)(C)(C)OC(=O)N[C@H](C(=O)N1[C@@H]([C@H]2C([C@H]2C1)(C)C)C(=O)OC)C1CC1 methyl (1R,2S,5S)-3-((S)-2-((tert-butoxycarbonyl)amino)-2-cyclopropyl-acetyl)-6,6-dimethyl-3-azabicyclo[3.1.0]hexane-2-carboxylate